2-(3-cyclopropyloxyphenyl)-4,4,5,5-tetramethyl-1,3,2-dioxaborolane C1(CC1)OC=1C=C(C=CC1)B1OC(C(O1)(C)C)(C)C